1-(5-(3-(4-(6-fluorobenzo[d]isoxazol-3-yl)piperidin-1-yl)-1-hydroxypropyl)indolin-1-yl)propan-1-one FC1=CC2=C(C(=NO2)C2CCN(CC2)CCC(O)C=2C=C3CCN(C3=CC2)C(CC)=O)C=C1